C1(CC1)C1=CC(=C(C(=C1)CC(F)(F)F)N1N=C2N=C(NC(C2=C1)=O)OC)C 2-[4-cyclopropyl-2-methyl-6-(2,2,2-trifluoroethyl)phenyl]-6-methoxy-2,5-dihydro-4H-pyrazolo[3,4-d]pyrimidin-4-one